N-(4-(chlorodifluoromethoxy)phenyl)-3-(hydroxymethyl)-1-isopropyl-7-(1H-pyrazol-5-yl)indoline-5-carboxamide ClC(OC1=CC=C(C=C1)NC(=O)C=1C=C2C(CN(C2=C(C1)C1=CC=NN1)C(C)C)CO)(F)F